4-chloro-3-(trifluoromethyl)benzene ClC1=C(C=CC=C1)C(F)(F)F